FC=1C=CC=2N(C3=CC=C(C=C3C2C1)F)C=C1OC1 3,6-difluoro-9-(oxiraneyl-2-ylmethyl)-9H-carbazole